1-(2-bromo-4-fluorophenyl)cyclopropane BrC1=C(C=CC(=C1)F)C1CC1